2-[(2R,4S)-4-[(2-{5-[2-(2,6-Difluorophenyl)propan-2-yl]-1,2,4-oxadiazol-3-yl}-6-[(1S)-1-[(2S)-1-methylpyrrolidin-2-yl]ethoxy]pyrimidin-4-yl)oxy]piperidin-2-yl]acetonitrile FC1=C(C(=CC=C1)F)C(C)(C)C1=NC(=NO1)C1=NC(=CC(=N1)O[C@@H]1C[C@H](NCC1)CC#N)O[C@@H](C)[C@H]1N(CCC1)C